C1(=CC=CC=C1)C1CC2(CNC2)C1 6-phenyl-2-azaspiro[3.3]heptane